FC(C1=NN=C(S1)N1C=2N(C3=C1C=C(C=C3N3C[C@@H](N[C@H](C3)C)C)S(=O)(=O)NC3(CC3)C)C=CN2)F (3S,5S)-9-(5-(difluoromethyl)-1,3,4-thiadiazol-2-yl)-5-(3,5-dimethylpiperazin-1-yl)-N-(1-methylcyclopropyl)-9H-benzo[d]imidazo[1,2-a]imidazole-7-sulfonamide